2-amino-9-((2R,4aR,6R,7aS)-2-oxido-2-(((4R,5R)-5-(pyridin-4-ylmethoxy)-1,2-dithian-4-yl)oxy)tetrahydro-4H-furo[3,2-d][1,3,2]dioxaphosphinin-6-yl)-1,9-dihydro-6H-purine-6-thione NC=1NC(C=2N=CN(C2N1)[C@H]1C[C@@H]2O[P@@](OC[C@H]2O1)(O[C@H]1CSSC[C@@H]1OCC1=CC=NC=C1)=O)=S